imino(methyl)(2-(4-(1-((R)-2-methyl-2,3-dihydrobenzofuran-6-yl)ethyl)piperazin-1-yl)pyrimidin-5-yl)-λ6-sulfanone N=S(=O)(C=1C=NC(=NC1)N1CCN(CC1)C(C)C1=CC2=C(C[C@H](O2)C)C=C1)C